1-{2-[(tert-butyldimethylsilyl)oxy]-2-methylpropyl}-2-(ethoxymethyl)-5-phenyl-1H-imidazole-4-carboxylic acid [Si](C)(C)(C(C)(C)C)OC(CN1C(=NC(=C1C1=CC=CC=C1)C(=O)O)COCC)(C)C